FC1=CC=C(C=C1)N1C(N(C=C(C1=O)C(=O)OCC)CC)=O ethyl 3-(4-fluorophenyl)-1-ethyl-2,4-dioxo-1,2,3,4-tetrahydropyrimidine-5-carboxylate